CC(CC)S(=O)(=O)C(C)C isopropyl (1-methylpropyl) sulfone